N1N=CC2=CC(=CC=C12)NC1=NC(=NC=C1)C1=CC=C2CCN(C2=C1)C(=O)N1CCN(CC1)C (6-(4-((1H-indazol-5-yl)amino)pyrimidin-2-yl)indolin-1-yl)(4-methylpiperazin-1-yl)methanone